1,4-dihydroxyanthraquinone magnesium [Mg].OC1=CC=C(C=2C(C3=CC=CC=C3C(C12)=O)=O)O